4-(4-(trifluoromethyl)thiazol-2-yl)piperazine-1-carboxylic acid tert-butyl ester C(C)(C)(C)OC(=O)N1CCN(CC1)C=1SC=C(N1)C(F)(F)F